C(=O)=COC1=CC=C(C=C1)B(O)O 4-carbonylmethoxyphenylboronic acid